N1CC(C1)C#CC1=CC2=C(OC[C@@H](C(N2C)=O)NC(C(=O)NCCC2=CC=CC=C2)=O)C=C1 (S)-N1-(7-(azetidin-3-ylethynyl)-5-methyl-4-oxo-2,3,4,5-tetrahydrobenzo[b][1,4]oxazepin-3-yl)-N2-phenethyloxalamide